FC1(C(COC1)NC(N(CC1=C(C=NC=C1)C=1N(N=CC1)COCC[Si](C)(C)C)C)=O)F 3-(4,4-difluorotetrahydrofuran-3-yl)-1-methyl-1-[[3-[2-(2-trimethylsilylethoxymethyl)pyrazol-3-yl]-4-pyridyl]methyl]urea